CC1=NN(C2=NC(=C(C=C21)C2=NOC=CC(=N2)C2=C(C=CC=C2)O)OCC2=CC(=CC=C2)C)C2=CC=CC=C2 2-[3-(3-Methyl-6-{[(3-methylphenyl)methyl]oxy}-1-phenylpyrazolo[3,4-b]pyridin-5-yl)-1,2,4-oxadiazepin-5-yl]phenol